(5-chloro-3-hydroxyfuro[2,3-c]pyridin-2-yl)(2,6-difluoro-3,5-dimethoxyphenyl)methanone ClC=1C=C2C(=CN1)OC(=C2O)C(=O)C2=C(C(=CC(=C2F)OC)OC)F